tert-butyl (S)-2-(2-(1-methyl-1H-pyrazole-4-carbonyl)-6-(3-methyl-1H-pyrrolo[2,3-b]pyridin-5-yl)-1,2,3,4-tetrahydroisoquinolin-8-yl)pyrrolidine-1-carboxylate CN1N=CC(=C1)C(=O)N1CC2=C(C=C(C=C2CC1)C=1C=C2C(=NC1)NC=C2C)[C@H]2N(CCC2)C(=O)OC(C)(C)C